2,5-difluoro-N-(2-fluoro-4-{3-methyl-4-[(1-methylpiperidin-4-yl)oxy]-1H-pyrazolo[3,4-d]pyrimidin-6-yl}phenyl)benzenesulfonamide FC1=C(C=C(C=C1)F)S(=O)(=O)NC1=C(C=C(C=C1)C1=NC(=C2C(=N1)NN=C2C)OC2CCN(CC2)C)F